ClC=1C=C(C=CC1Cl)NC(=O)N1C2CC3=C(C=NC=C3)C1CC2 N-(3,4-dichlorophenyl)-6,7,8,9-tetrahydro-5H-6,9-epiminocyclohepta[c]pyridine-10-carboxamide